[Na+].C(CCCCCCCCCCC)OP(=O)([O-])[O-].B(O)(O)O.[Li+] Lithium Borate monododecyl-phosphate monosodium salt